chloro-(methoxy)methane ClCOC